ClC=1C=C(C=CC1)CC(=O)NC1=CC(=C(C=C1)F)[C@H](C)NC=1C=NC=2C(N1)=NN(C2)CC (S)-2-(3-chlorophenyl)-N-(3-(1-((2-ethyl-2H-pyrazolo[3,4-b]pyrazin-6-yl)amino)ethyl)-4-fluorophenyl)acetamide